C1(=CC(=CC=C1)C1=NC(=NC(=N1)C1=C(C=CC(=C1)Br)F)C1=CC=CC=C1)C1=CC=CC=C1 2-([1,1'-biphenyl]-3-yl)-4-(5-bromo-2-fluorophenyl)-6-phenyl-1,3,5-triazine